p-(cyclohexyl)phenol C1(CCCCC1)C1=CC=C(C=C1)O